CC1=C(C(=O)OC(C2=C(C=CC=C2)C)=O)C=CC=C1 2-methylbenzoic anhydride